4-(6-(2,5-Difluorophenyl)-6-(1-methyl-2-oxo-1,2-dihydropyridin-3-yl)hex-1,3-diyn-1-yl)-1H-indazole-5-carboxamide FC1=C(C=C(C=C1)F)C(CC#CC#CC1=C2C=NNC2=CC=C1C(=O)N)C=1C(N(C=CC1)C)=O